CN1N=C2C(CN(C=3C(=CC=CC23)NC(OCCCC)=O)C)=C1 butyl N-{2,5-dimethyl-2H,4H,5H-pyrazolo[4,3-c]quinolin-6-yl}carbamate